C1(=NC=CC2=CC=CC=C12)C(=O)NCC1=NOC(C1)CC1=CC(=CC=C1)C 3-((isoquinoline-1-carboxamido)methyl)-5-(3-methylbenzyl)-4,5-dihydroisoxazole